(R)-3-Bromo-N-(3-chloro-4-cyanophenyl)-2-hydroxy-2-methylpropionamide BrC[C@](C(=O)NC1=CC(=C(C=C1)C#N)Cl)(C)O